ethyl 4-isopropylbenzoate C(C)(C)C1=CC=C(C(=O)OCC)C=C1